NC[C@H](C)OCNC(CNC(OCC1C2=CC=CC=C2C=2C=CC=CC12)=O)=O (9H-fluoren-9-yl)methyl (S)-(2-((((1-aminopropan-2-yl)oxy)methyl)amino)-2-oxoethyl)carbamate